4-amino-7-chloro-1-methyl-N-(3-oxomorpholin-4-yl)-N-[[5-(trifluoromethyl)-2-pyridyl]methyl]pyrazolo[4,3-c]quinoline-8-carboxamide NC1=NC=2C=C(C(=CC2C2=C1C=NN2C)C(=O)N(CC2=NC=C(C=C2)C(F)(F)F)N2C(COCC2)=O)Cl